N1=CC(=CC=C1)C(C)NC=1C(=CC=CC1)N N2-[1-(pyridin-3-yl)ethyl]benzene-1,2-diamine